F[C@@H]1[C@]2(CCC[C@@](C[C@@H]1N(C=1N=CC(=NC1)C1=C(C=C(C=C1)C=1OC=NN1)O)C)(N2)C)C 2-(5-{[(1R,2S,3S,5S)-2-fluoro-1,5-dimethyl-9-azabicyclo[3.3.1]nonan-3-yl](methyl)amino}pyrazin-2-yl)-5-(1,3,4-oxadiazol-2-yl)phenol